C1(CC1)C1=C(C(=NO1)C1=C(C=CC=C1Cl)Cl)C=CC12CCC(CC1)(CC2)C(=O)NC=2C=C(C(=O)OC)C=CC2 methyl 3-(4-(2-(5-cyclopropyl-3-(2,6-dichlorophenyl)isoxazol-4-yl)vinyl)bicyclo[2.2.2]octane-1-carboxamido)benzoate